Boc-pentafluoro-D-phenylalanine CC(C)(C)OC(=O)N[C@H](CC1=C(C(=C(C(=C1F)F)F)F)F)C(=O)O